ClC1=CC=C(C=C1)NC(=O)C1CN(CCC1)C(=O)C1=NNC(=C1)C1=CC=NC=C1 N-(4-chlorophenyl)-1-[5-(pyridin-4-yl)-1H-pyrazole-3-carbonyl]piperidine-3-carboxamide